ClC1=C(C(=CC=2C(N(N=NC21)[C@H]2CCOC[C@@H]2O)=O)CC2=CC=C(C=C2)C=2N=NN(C2)C)C 1,5-anhydro-3-(8-chloro-7-methyl-6-(4-(1-methyl-1H-1,2,3-triazol-4-yl)benzyl)-4-oxo-1,2,3-benzotriazin-3(4H)-yl)-2,3-dideoxy-L-threo-pentitol